O[C@H](CN1N=C(C=C1)C#N)[C@@H](C)[C@H]1CC[C@H]2[C@@H]3CC[C@@H]4C[C@](CC[C@@]4([C@H]3CC[C@]12C)C)(C(F)(F)F)O 1-((2S,3S)-2-hydroxy-3-((3R,5R,8R,9S,10S,13S,14S,17R)-3-hydroxy-10,13-dimethyl-3-(trifluoromethyl)hexadecahydro-1H-cyclopenta[a]phenanthren-17-yl)butyl)-1H-pyrazole-3-carbonitrile